ethyl 8-chloro-6-oxo-5,6-dihydro-4H-benzo[f]imidazo[1,5-a][1,4]diazepine-3-carboxylate ClC=1C=CC2=C(C(NCC=3N2C=NC3C(=O)OCC)=O)C1